O=C(OC)CCOCCOCCOCCOCCOCCOCCC 3-oxo-2,6,9,12,15,18,21-heptaoxatetracosane